C(\C(\C)=C/C)(=O)Cl angeloyl chloride